FC1(CCN(CCC1)C=1C(C(C=C(N1)C=1C=NC=CC1)C)(C(=O)NC1=CC(=CC=C1)S(=O)(=N)C)F)F 6-(4,4-difluoroazepan-1-yl)-5-fluoro-4-methyl-N-(3-(S-methylsulfonimidoyl)phenyl)-[2,3-bipyridine]-5-carboxamide